C(C)OC1=CC(=NC(=C1)S(=O)(=O)C)NC1=C(C=NC(=C1)NC(C)=O)C1=NC=C(C=C1)C(F)(F)F N-(4'-((4-ethoxy-6-(methylsulfonyl)pyridin-2-yl)amino)-5-(trifluoromethyl)-[2,3'-bipyridin]-6'-yl)acetamide